BrC=1C=C2C(=NC1)NC=C2C(=O)C2=C(C(=CC=C2)[N+](=O)[O-])Br (5-bromo-1H-pyrrolo[2,3-b]pyridin-3-yl)(2-bromo-3-nitrophenyl)methanone